4-[4-(2,2,2-Trifluoroethyl)phenoxy]benzaldehyde FC(CC1=CC=C(OC2=CC=C(C=O)C=C2)C=C1)(F)F